(3S,6S,9S,10aR)-9-(azetidin-1-yl)-6-{[(tert-butoxy)carbonyl]amino}-5-oxo-decahydropyrrolo[1,2-a]azocine-3-carboxylic acid N1(CCC1)[C@@H]1C[C@@H]2N(C([C@H](CC1)NC(=O)OC(C)(C)C)=O)[C@@H](CC2)C(=O)O